Methyl 4-[3-carbamoyl-4-[[2-(4-pyridyl)oxazole-4-carbonyl]amino]pyrazol-1-yl]benzoate C(N)(=O)C1=NN(C=C1NC(=O)C=1N=C(OC1)C1=CC=NC=C1)C1=CC=C(C(=O)OC)C=C1